O1COC2=C1C=CC(=C2)NC2=NC=C(C(=N2)N2C=C(C=C2)C(=O)NC(CO)C2=CC(=CC=C2)Cl)C 1-(2-(benzo[d][1,3]dioxol-5-ylamino)-5-methylpyrimidin-4-yl)-N-(1-(3-chlorophenyl)-2-hydroxyethyl)-1H-pyrrole-3-carboxamide